1-tert-butyloxycarbonyl-cyclohexylamine C(C)(C)(C)OC(=O)C1(CCCCC1)N